tert-butyl 2-((4-chloro-2,6-di-fluorobenzyl) oxy)-3-(trifluoromethyl)-5,8-dihydro-1,7-naphthyridine-7(6H)-carboxylate ClC1=CC(=C(COC2=NC=3CN(CCC3C=C2C(F)(F)F)C(=O)OC(C)(C)C)C(=C1)F)F